C(C=C)(=O)O.COC monomethyl ether monoacrylate